ethyl (E)-4-trityloxybut-2-enoate C(C1=CC=CC=C1)(C1=CC=CC=C1)(C1=CC=CC=C1)OC/C=C/C(=O)OCC